Methyl 6-methyl-2-(3,3,5,5-tetrafluoropiperidin-1-yl)pyrimidine-4-carboxylate CC1=CC(=NC(=N1)N1CC(CC(C1)(F)F)(F)F)C(=O)OC